FC1=CC=C(CN2C(=NC3=C2C=CC=C3)N3C[C@H](CCC3)N)C=C1 (S)-1-(1-(4-Fluorobenzyl)-1H-benzo[d]imidazol-2-yl)piperidin-3-amin